BrCCCCCCCC(C)N 9-bromononan-2-amine